2-(4-Fluoro-3-(3-((o-tolyloxy)methyl)piperidine-1-carbonyl)pyrazolo[1,5-a]pyridin-7-yl)benzonitrile FC=1C=2N(C(=CC1)C1=C(C#N)C=CC=C1)N=CC2C(=O)N2CC(CCC2)COC2=C(C=CC=C2)C